C(C1=CC=CC=C1)C1C[C@H](NC(=O)O)C(=O)OC1=O γ-benzyl-N-carboxy-L-glutamic anhydride